C1=CNC=2C1=C1CCNC1=CC2 3,6,7,8-tetrahydropyrrolo[3,2-e]indole